(1-(8-bromonaphthalen-1-yl)propan-2-yl)oxygen BrC=1C=CC=C2C=CC=C(C12)CC(C)[O]